3-cyclobutyl-1,4'-bipiperidine hydrochloride Cl.C1(CCC1)C1CN(CCC1)C1CCNCC1